tert-butyl 4-((4-(3-(2,6-dioxopiperidin-3-yl)-1-methyl-1H-indazol-6-yl)piperidin-1-yl)methyl)-4-fluoropiperidine-1-carboxylate O=C1NC(CCC1C1=NN(C2=CC(=CC=C12)C1CCN(CC1)CC1(CCN(CC1)C(=O)OC(C)(C)C)F)C)=O